C(C)(C)(C)OC(/C(=C/C=1OC=CC1)/NC1=NC=C(N=C1CC1=C(C=CC=C1)F)C1=C(C(=CC=C1)[N+](=O)[O-])F)=O (Z)-2-((5-(2-fluoro-3-nitrophenyl)-3-(2-fluorobenzyl)pyrazin-2-yl)amino)-3-(furan-2-yl)acrylic acid tert-butyl ester